4-methyl-5-(trifluoromethyl)-2-(4-(trifluoromethyl)piperidin-1-yl)nicotinic acid CC1=C(C=NC(=C1C(=O)O)N1CCC(CC1)C(F)(F)F)C(F)(F)F